CN(C)CCCNC(CCCCCCCCCCCCCCCCCCCCC)=O docosanoic acid dimethylaminopropylamide